(1S,3S,4S)-N-((S)-1-cyano-2-((R)-2-oxopyrrolidin-3-yl)ethyl)-2-((S)-3-cyclopropyl-2-((5-methylpyridin-3-yl)amino)propanoyl)-5,5-difluoro-2-azabicyclo[2.2.2]octane-3-carboxamide C(#N)[C@H](C[C@@H]1C(NCC1)=O)NC(=O)[C@H]1N([C@@H]2CC([C@H]1CC2)(F)F)C([C@H](CC2CC2)NC=2C=NC=C(C2)C)=O